C(#N)C=1C=CC(=C(C1)C1=CC(=NC=C1C(=O)NC=1SC2=C(N1)CN(C2)C(C2=CC(=CC(=C2)F)C(F)F)=O)C)OC 4-(5-Cyano-2-methoxyphenyl)-N-(5-(3-(difluoromethyl)-5-fluorobenzoyl)-5,6-dihydro-4H-pyrrolo[3,4-d]thiazol-2-yl)-6-methyl-nicotinamide